(Z)-3-piperidinyl-pyrazolo[1,5-a]pyrimidin-7-amine N1(CCCCC1)C=1C=NN2C1N=CC=C2N